4-(4-methanesulfonyl-3-{[8-(1-methyl-1H-indol-6-yl)quinoxalin-6-yl]amino}phenyl)piperazin CS(=O)(=O)C1=C(C=C(C=C1)N1CCNCC1)NC=1C=C2N=CC=NC2=C(C1)C1=CC=C2C=CN(C2=C1)C